3-(4-(((2r,3s,4r,5s)-3,4,5-trihydroxytetrahydro-2h-pyran-2-yl)oxy)phenyl)prop-2-en-1-one O[C@@H]1[C@H](OC[C@@H]([C@H]1O)O)OC1=CC=C(C=C1)C=CC=O